Cl.CC1=CC=C(C=2C3=C(NC12)CCNC3)C 6,9-Dimethyl-2,3,4,5-tetrahydro-1H-pyrido[4,3-b]indole hydrochloride